NC=1SC2=C(C1C#N)C(=CC=C2F)C2=C(C=C1C(=NC(=NC1=C2F)N2CC(C2)N2CC1(CC1)C2)N2[C@H](CN[C@@H](C2)C)C)C(F)(F)F 2-amino-4-[2-[3-(5-azaspiro[2.3]hex-5-yl)azetidin-1-yl]-8-fluoro-4-[(2s,5r)-2,5-dimethylpiperazin-1-yl]-6-(trifluoromethyl)quinazolin-7-yl]-7-fluoro-benzothiophene-3-carbonitrile